(1R,3R)-3-((S)-6-(Methoxycarbonyl)-7-methyl-2-(((tetrahydro-2H-pyran-4-yl)oxy)methyl)-6,7,8,9-tetrahydro-3H-imidazo[4,5-f]chinolin-3-yl)cyclohexan COC(=O)N1[C@H](CCC2=C3C(=CC=C12)N(C(=N3)COC3CCOCC3)C3CCCCC3)C